[N+](=O)([O-])C1=C(NC(CC)CC)C(=CC(=C1C)C)[N+](=O)[O-] 2,6-dinitro-N-(1-ethylpropyl)-3,4-dimethylaniline